1-[7-chloro-6-(2,6-difluorophenyl)-4H-[1,2,4]triazolo[4,3-a][1,4]benzodiazepin-8-yl]ethanone ClC1=C(C=CC2=C1C(=NCC=1N2C=NN1)C1=C(C=CC=C1F)F)C(C)=O